triethoxy(t-butoxy)silane C(C)O[Si](OC(C)(C)C)(OCC)OCC